N1C=C(C2=CC=CC=C12)CCN(CC1=CC=C(C=C1)/C=C/C(=O)NO)CCOCCOCCOCCOCCOCCNC1=C2C(N(C(C2=CC=C1)=O)C1C(NC(CC1)=O)=O)=O (E)-3-(4-(2-(2-(1H-indol-3-yl)ethyl)-19-((2-(2,6-dioxopiperidin-3-yl)-1,3-dioxoisoindolin-4-yl)amino)-5,8,11,14,17-pentaoxa-2-azanonadecyl)phenyl)-N-hydroxyacrylamide